NC1=C(C(=NN1C=1C=C(C(=O)OCC)C=CC1)C1=CC=CC=C1)CC1=CC=C(C=C1)S(N)(=O)=O ethyl 3-(5-amino-3-phenyl-4-(4-sulfamoylbenzyl)-1H-pyrazol-1-yl)benzoate